(8S,9S)-9-hydroxy-8-((R)-5H-imidazo[5,1-a]isoindol-5-yl)-6,7,8,9-tetrahydro-4H-quinolizin-4-one O[C@H]1[C@@H](CCN2C(C=CC=C12)=O)[C@H]1N2C(C3=CC=CC=C13)=CN=C2